(piperidin-2-yl)-1H-imidazole-5-carboxamide N1C(CCCC1)N1C=NC=C1C(=O)N